C1C(C1N)C2=CC=CC=C2 The molecule is a member of the class of cyclopropanes carrying amino and phenyl substituents at positions 1 and 2 respectively. It is a member of cyclopropanes, a primary amine and a member of benzenes.